C1(CC1)C1=C(C(=NO1)C1=C(C=CC=C1Cl)Cl)CO[C@H]1[C@@H]2CN([C@H](C1)C2)C=2SC1=C(N2)C(=CC(=C1)C(=O)O)O[C@@H]1C(NCC1)=O 2-[(1S,4S,5R)-5-{[5-cyclopropyl-3-(2,6-dichlorophenyl)-1,2-oxazol-4-yl]methoxy}-2-azabicyclo[2.2.1]heptan-2-yl]-4-[(3S)-oxopyrrolidin-3-yloxy]-1,3-benzothiazole-6-carboxylic acid